tert-butyl 4-(dec-9-en-1-yl)-1-methyl-1H-imidazole-5-carboxylate C(CCCCCCCC=C)C=1N=CN(C1C(=O)OC(C)(C)C)C